BrC=1C=C(C(=NC1)C=O)NC(CCC)=O N-(5-bromo-2-formylpyridin-3-yl)butanamide